O=C1C2CNC(C1)CC2 2-oxo-5-azabicyclo[2.2.2]octane